P(=O)(OC(C)N1N=CC(=C1)C=1SC=C(N1)C(NC=1C(=NN(C1)C1CCC(CC1)OCC)C1=NC(=CC=C1F)F)=O)(O)[O-].[Na+] sodium 1-(4-(4-((3-(3,6-difluoropyridin-2-yl)-1-((1r,4r)-4-ethoxycyclohexyl)-1H-pyrazol-4-yl)carbamoyl)thiazol-2-yl)-1H-pyrazol-1-yl)ethyl hydrogen phosphate